N-(2-(4-((R)-3-(dimethylamino)-pyrrolidine-1-yl)piperidine-1-yl)-4-methoxy-5-((6-((R)-3-(6-methylpyridine-3-yl)isoxazolidine-2-yl)pyrimidine-4-yl)amino)phenyl)acrylamide CN([C@H]1CN(CC1)C1CCN(CC1)C1=C(C=C(C(=C1)OC)NC1=NC=NC(=C1)N1OCC[C@@H]1C=1C=NC(=CC1)C)NC(C=C)=O)C